1-vinyloxy-3,5-dimethylbenzene C(=C)OC1=CC(=CC(=C1)C)C